C(C(C)C)COF Perfluoro isobutyl-methyl ether